4-(2-(Ethylamino)ethyl)-4-(o-tolyl)-2,3-dihydrobenzo[b]oxepin-8-ol C(C)NCCC1(CC2=C(OCC1)C=C(C=C2)O)C2=C(C=CC=C2)C